1-(4-chlorophenyl)-N-methyl-N-(4-(trifluoromethyl)phenyl)-1H-1,2,4-triazole-3-carboxamide ClC1=CC=C(C=C1)N1N=C(N=C1)C(=O)N(C1=CC=C(C=C1)C(F)(F)F)C